(3,4-epoxycyclohexyl)butyl-trimethoxysilane C1(CC2C(CC1)O2)CCCC[Si](OC)(OC)OC